CC1=CC=C(C=C1)S(=O)(=O)N1CC1 1-(4-toluenesulfonyl)aziridine